ClC1=C(C(=CC=C1)Cl)N=O 1,3-dichloro-2-nitrosobenzene